C1(CCCC1)CC(=O)N1CC2=C(CC1)N=C(S2)N2[C@H](CNCC2)CO (R)-2-cyclopentyl-1-(2-(2-(hydroxymethyl)piperazin-1-yl)-6,7-dihydrothiazolo[5,4-c]pyridin-5(4H)-yl)ethan-1-one